FC(OC1=CC(=CC=2N(C(=NC21)CN2CCC(CC2)C2=NC(=CC=C2)OCC2=C(C=C(C=C2)C)F)C)C(=O)O)F 4-(Difluoromethoxy)-2-((4-(6-((2-fluoro-4-methylbenzyl)oxy)pyridin-2-yl)piperidin-1-yl)methyl)-1-methyl-1H-benzo[d]imidazole-6-carboxylic acid